7-(diethylamino)-coumarin C(C)N(C1=CC=C2C=CC(OC2=C1)=O)CC